lithium 5-(2-amino-[1,2,4]triazolo[1,5-a]pyridin-7-yl)-2-ethylbenzoate NC1=NN2C(C=C(C=C2)C=2C=CC(=C(C(=O)[O-])C2)CC)=N1.[Li+]